[NH4+].C(C(O)C)(=O)[O-].[Mn] manganese lactate ammonium salt